1-(3-(4-amino-5-((2-methyl-benzo[d]thiazol-5-yl)ethynyl)pyrrolo[2,1-f][1,2,4]triazin-7-yl)pyrrolidin-1-yl)prop-2-en-1-one NC1=NC=NN2C1=C(C=C2C2CN(CC2)C(C=C)=O)C#CC=2C=CC1=C(N=C(S1)C)C2